(5-((5-chloropyridin-2-yl)methoxy)-1,3,4-thiadiazol-2-yl)-5-(2-methoxyphenyl)pyridazine-4-carboxamide ClC=1C=CC(=NC1)COC1=NN=C(S1)C=1N=NC=C(C1C(=O)N)C1=C(C=CC=C1)OC